5-chloro-2-[[8-(4,4,4-trifluorobutyl)-1-naphthyl]oxy]pyrimidine ClC=1C=NC(=NC1)OC1=CC=CC2=CC=CC(=C12)CCCC(F)(F)F